FC(CN1C(=NC2=NC=C(C=C21)C=2C=CN1N=C(N=CC12)NCC(C)(F)F)C)F 5-(1-(2,2-difluoroethyl)-2-methyl-1H-imidazo[4,5-b]pyridin-6-yl)-N-(2,2-difluoropropyl)pyrrolo[2,1-f][1,2,4]triazin-2-amine